(2S)-N-[(1S)-1-cyano-2-[2-fluoro-4-(3-methyl-2-oxo-1,3-benzoxazol-5-yl)phenyl]ethyl]-4-methyl-1,4-oxazepane-2-carboxamide C(#N)[C@H](CC1=C(C=C(C=C1)C=1C=CC2=C(N(C(O2)=O)C)C1)F)NC(=O)[C@H]1OCCCN(C1)C